3-(4-amino-3-methyl-2-oxo-benzoimidazol-1-yl)-1-[(2,4-dimethoxyphenyl)methyl]piperidine-2,6-dione NC1=CC=CC=2N(C(N(C21)C)=O)C2C(N(C(CC2)=O)CC2=C(C=C(C=C2)OC)OC)=O